ClC=1C=CC(=C(C(=O)NC2CCC(CC2)CN2C(N(C3=C2C=CC=C3)C=3C=CC(=NC3)C(=O)NC)=O)C1)OC(F)(F)F 5-(3-(((1r,4r)-4-(5-chloro-2-(trifluoromethoxy)benzamido)cyclohexyl)methyl)-2-oxo-2,3-dihydro-1H-benzo[d]imidazol-1-yl)-N-methylpicolinamide